ClC=1N=CC2=C(N1)N(C(=C2)C=O)CCNC(OC(C)(C)C)=O tert-butyl N-[2-(2-chloro-6-formyl-pyrrolo[2,3-d]pyrimidin-7-yl)ethyl]carbamate